2-benzyl-2-(((2R,3S,4R,5R)-5-(2-chloro-6-morpholino-9H-purin-9-yl)-3-ethynyl-3,4-dihydroxytetrahydrofuran-2-yl)methoxy)malonic acid C(C1=CC=CC=C1)C(C(=O)O)(C(=O)O)OC[C@H]1O[C@H]([C@@H]([C@@]1(O)C#C)O)N1C2=NC(=NC(=C2N=C1)N1CCOCC1)Cl